4-((tert-butyldiphenylsilyl)oxy)-N-(2-(4-methylpiperazin-1-yl)-5-nitrobenzyl)butanamide [Si](C1=CC=CC=C1)(C1=CC=CC=C1)(C(C)(C)C)OCCCC(=O)NCC1=C(C=CC(=C1)[N+](=O)[O-])N1CCN(CC1)C